C1(CC1)[C@](C(F)(F)C=1C(=C(C=CC1)[C@@H](C)NC=1C2=C(N=C(N1)C)C=NC(=C2)P2(CC=CC2)=O)F)(C)O 1-(4-{[(1R)-1-{3-[(2S)-2-cyclopropyl-1,1-difluoro-2-hydroxypropyl]-2-fluorophenyl}ethyl]amino}-2-methylpyrido[3,4-d]pyrimidin-6-yl)-2,5-dihydro-1H-1lambda5-phosphol-1-one